6-HYDROXYNAPHTHALENE-1-BORONIC ACID OC=1C=C2C=CC=C(C2=CC1)B(O)O